FC1=CC2=C(N(OCCC2)[C@@H]2NCCC2)C=C1 (S)-2-((R)-7-fluoro-1,3,4,5-tetrahydrobenzo[c]oxazepin-1-yl)pyrrolidine